C(C#C)C=1C(=C(C(=C(N(CC#C)CC#C)C1)CC#C)CC#C)CC#C hexapropargyl-aniline